(4aR,8aS)-6-(3-(Fluorobis(4-fluorophenyl)methyl)azetidin-1-carbonyl)hexahydro-2H-pyrido[4,3-b][1,4]oxazin-3(4H)-on FC(C1CN(C1)C(=O)N1C[C@@H]2[C@@H](OCC(N2)=O)CC1)(C1=CC=C(C=C1)F)C1=CC=C(C=C1)F